(R)-5-(tert-butyl)-N-(1-(2-chloro-4-(2-(cyclopropanecarboxamido)pyridin-4-yl)phenyl)ethyl)-1,2,4-oxadiazole-3-carboxamide C(C)(C)(C)C1=NC(=NO1)C(=O)N[C@H](C)C1=C(C=C(C=C1)C1=CC(=NC=C1)NC(=O)C1CC1)Cl